O1CCN(CC1)C(C)C1=CC=C(C=C1)CO (4-(1-Morpholinoethyl)phenyl)methanol